OC=1C(=C(C(=CC1)C)C=1C=2N(C=C(C1)C(=O)N)C=CN2)C 8-(3-hydroxy-2,6-dimethylphenyl)imidazo[1,2-a]pyridine-6-carboxamide